C(C)(=O)C1=CC=C(S1)C=1C=C(C2=C(C=C(O2)CNC(\C=C\C=2C=NC(=CC2)N)=O)C1)Cl (E)-N-((5-(5-acetylthiophen-2-yl)-7-chlorobenzofuran-2-yl)methyl)-3-(6-aminopyridin-3-yl)acrylamide